(1S,2R)-2-(cyclopropylamino)cyclopentane-1-carboxylic acid ethyl ester C(C)OC(=O)[C@@H]1[C@@H](CCC1)NC1CC1